[N+](=O)([O-])C=1C=C(C=C(C1N(CCC)CCC)[N+](=O)[O-])S(=O)(=O)N 3,5-dinitro-4-(dipropylamino)benzenesulfonamide